FC(C=1C(=C(C=CC1F)[C@@H]1[C@@H](O[C@]([C@H]1C)(C(F)(F)F)C)C(=O)OC)OC)F |r| methyl rac-(2R,3R,4S,5R)-3-(3-(difluoromethyl)-4-fluoro-2-methoxyphenyl)-4,5-dimethyl-5-(trifluoromethyl)tetrahydrofuran-2-carboxylate